OCCCN1C[C@@H]([C@@H](C1)OCCCCCCC(C(=O)[O-])(CCCCCCCC)CCCCCC)OCCCCCCC(C(=O)[O-])(CCCCCCCC)CCCCCC (((3S,4R)-1-(3-hydroxypropyl)pyrrolidine-3,4-diyl)bis(oxy))bis(hexane-6,1-diyl)bis(hexyldecanoate)